C(C#C)C=1OC=CC1 propargyl-furan